(S)-N-(3-(6-fluoro-3,4-dihydroisoquinolin-2(1H)-yl)-2-hydroxypropyl)-6-(trifluoromethyl)imidazo[1,2-b]pyridazine-2-carboxamide FC=1C=C2CCN(CC2=CC1)C[C@H](CNC(=O)C=1N=C2N(N=C(C=C2)C(F)(F)F)C1)O